1-(6-chloro-7-{[4-chloro-5-(trifluoromethyl)pyrimidin-2-yl]amino}-1,2,3,4-tetrahydroisoquinolin-2-yl)-2,2,2-trifluoroethan-1-one ClC=1C=C2CCN(CC2=CC1NC1=NC=C(C(=N1)Cl)C(F)(F)F)C(C(F)(F)F)=O